CC(=C=C)C dimethyl-methyleneethylene